(R)-5-(7-chloro-3-isobutyl-2-methyl-1,1-dioxido-5-phenyl-2,3,4,5-tetrahydrobenzo[f][1,2,5]thiadiazepin-8-yl)-2-hydroxybenzoic acid ClC=1C(=CC2=C(N(C[C@H](N(S2(=O)=O)C)CC(C)C)C2=CC=CC=C2)C1)C=1C=CC(=C(C(=O)O)C1)O